methylenebis-(4-methyl-6-cyclohexyl-phenol) C(C1=C(C(=CC(=C1)C)C1CCCCC1)O)C1=C(C(=CC(=C1)C)C1CCCCC1)O